Cl.C1(CCCCC1)[C@@H](C(=O)N1CCN(CC1)C(=O)C=1N(C2=CC=C(C=C2C1/C=C/C(=O)OC)F)C)NC([C@H](C)NC)=O Methyl (E)-3-(2-(4-((S)-2-cyclohexyl-2-((S)-2-(methylamino)propanamido)acetyl)piperazine-1-carbonyl)-5-fluoro-1-methyl-1H-indol-3-yl)acrylate Hydrochloride